COC(=O)C1=CC(=NN1C)OS(=O)(=O)C(F)(F)F methyl-3-(((trifluoromethyl)sulfonyl)oxy)-1H-pyrazole-5-carboxylic acid methyl ester